[Cl-].C(CCCCCCCCCCCCCCCCC)[N+](CCC[Si](OC)(OC)OC)(C)C N-octadecyldimethyl{3-(trimethoxysilyl)propyl}ammonium chloride